4'-((2-(tert-butyl)-1H-imidazol-1-yl)methyl)-5-isobutyl-N-((thiophen-2-ylmethyl)carbamoyl)-[1,1'-biphenyl]-2-sulfonamide C(C)(C)(C)C=1N(C=CN1)CC1=CC=C(C=C1)C=1C(=CC=C(C1)CC(C)C)S(=O)(=O)NC(NCC=1SC=CC1)=O